F[B-](F)(F)F.C(C1=CC=CC=C1)OC1=C(C=CC=C1)[N+]#N 2-(benzyloxy)phenyl-diazonium tetrafluoroborate